1-[9-ethyl-6-(2-methylbenzoyl)-9H-carbazol-3-yl]-indolinylmethane C(C)N1C2=CC=C(C=C2C=2C=C(C=CC12)N1C(CC2=CC=CC=C12)C)C(C1=C(C=CC=C1)C)=O